(((4-(trifluoromethoxy)phenyl)thio)methyl)pyridine FC(OC1=CC=C(C=C1)SCC1=NC=CC=C1)(F)F